6-(2,3,4-Trifluorophenyl)pyrazolo[4,3-b]pyridin FC1=C(C=CC(=C1F)F)C=1C=C2C(=NC1)C=NN2